N1CCC=2C1=NC=CC2N2C[C@H](N(CC2)C(=O)OC(C)(C)C)CO tert-butyl (S)-4-(2,3-dihydro-1H-pyrrolo[2,3-b]pyridin-4-yl)-2-(hydroxymethyl)piperazine-1-carboxylate